N-[(cis)-2-hydroxycyclohexyl]-3-oxo-2-(pyridin-3-yl)-6-[4-(trifluoromethyl)phenyl]-2,3-dihydropyridazine-4-carboxamide O[C@@H]1[C@@H](CCCC1)NC(=O)C=1C(N(N=C(C1)C1=CC=C(C=C1)C(F)(F)F)C=1C=NC=CC1)=O